NC1CCC(CC1)NC1=NC=CC(=N1)C1=C(OC2=C(C=C(C=C2)NS(=O)(=O)C2=C(C=CC=C2)Cl)F)C=C(C=C1)C(C)(C)C N-[4-[2-[2-[(1r,4r)-(4-Aminocyclohexyl)amino]pyrimidin-4-yl]-5-(1,1-dimethylethyl)phenoxy]-3-fluorophenyl]2-chlorobenzenesulfonamide